tert-butyl N-[(4-bromo-2-chloro-phenyl)methyl]carbamate BrC1=CC(=C(C=C1)CNC(OC(C)(C)C)=O)Cl